CN1C(OC=CC1)=O 3-methyl-1,3-oxazin-2-one